CC=1C(=NN(C1NCC1=CC=CC=C1)C(=O)C1=COC=C1C)C1C(CN(CC1)C(CN1CCOCC1)=O)C(F)(F)F 4-({[4-Methyl-1-(4-methylfuran-3-carbonyl)-3-{1-[2-(morpholin-4-yl)acetyl]-3-(trifluoromethyl)piperidin-4-yl}-1H-pyrazol-5-yl]amino}methyl)benzol